SC(CS)C1SCC(S1)CS 2-(1,2-dimercaptoethyl)-4-mercaptomethyl-1,3-dithiolane